NC=1C=2C(N=CN1)=NN(C2C#CC=2C=C(C=CC2C)NC(=O)N2OCC[C@@H]2C2=CC=CC=C2)C(C)C (R)-N-(3-((4-amino-2-isopropyl-2H-pyrazolo[3,4-d]pyrimidin-3-yl)ethynyl)-4-methylphenyl)-3-phenylisoxazolidin-2-carboxamide